1-undecanoyl-2-tetracosanoyl-sn-glycero-3-phosphocholine C(CCCCCCCCCC)(=O)OC[C@@H](OC(CCCCCCCCCCCCCCCCCCCCCCC)=O)COP(=O)([O-])OCC[N+](C)(C)C